Isopropyl (1S,3S)-3-((6-(1-methyl-5-((((4-nitrophenoxy)carbonyl)oxy)methyl)-1H-1,2,3-triazol-4-yl)pyridin-3-yl)oxy)cyclohexane-1-carboxylate CN1N=NC(=C1COC(=O)OC1=CC=C(C=C1)[N+](=O)[O-])C1=CC=C(C=N1)O[C@@H]1C[C@H](CCC1)C(=O)OC(C)C